C[Si](C(C)(C)C)C dimethyl-(2-methyl-2-propanyl)silicon